3-[(2r,5s)-4-(6-cyano-1-methyl-2-oxo-1,2-dihydro-1,5-naphthyridin-4-yl)-2,5-dimethylpiperazin-1-yl]-3-(4-fluorophenyl)-N-methyl-N-(propan-2-yl)propionamide C(#N)C=1N=C2C(=CC(N(C2=CC1)C)=O)N1C[C@H](N(C[C@@H]1C)C(CC(=O)N(C(C)C)C)C1=CC=C(C=C1)F)C